tert-butyl (4-(pyridin-4-ylmethyl)phenyl)carbamate N1=CC=C(C=C1)CC1=CC=C(C=C1)NC(OC(C)(C)C)=O